C(C)(C)(C)OC(=O)N[C@]1(CC(=CC=C1NC([C@H](CCC(F)(F)F)O)=O)CC(=O)O)OC(F)(F)F (2S,3R)-3-((tert-butoxycarbonyl)amino)-4-(4-(trifluoromethyl)-2-hydroxybutanamido)-2-(3-(trifluoromethoxy)phenyl)acetic acid